CC(C)(C(CC)C)C(C(C(C(=O)[O-])(C(C)(C(CC)C)C)C(C)(C(CC)C)C)(O)C(=O)[O-])C(=O)[O-] Tri(2,3-dimethyl-2-pentyl)citrat